[O-2].[Fe+2].[Ir+3] Iridium iron oxide